OCC#CCN1CCN(CC1)C(C(C)C)=O 1-[4-(4-hydroxybut-2-yn-1-yl)piperazin-1-yl]-2-methylpropan-1-one